tert-butyl (4aS,5R,8S)-1-oxooctahydro-1H-5,8-epimino[1,3]-oxazino[3,4-a]azepine-11-carboxylate O=C1OCC[C@@H]2N1C[C@@H]1CC[C@H]2N1C(=O)OC(C)(C)C